3-(1-methylpyrrolidin-2-yl)propynylamide CN1C(CCC1)CC#C[NH-]